[Na+].S(=O)(=O)([O-])[O-].[Zn+2] zinc sulfate, sodium salt